[C@H]12CN(C[C@H](CC1)N2)C=2C1=C(N=C(N2)C#C[C@]23CCCN3C[C@@H](C2)F)C(=C(N=C1)C1=CC(=CC2=CC=C(C(=C12)C#C)F)O)F 4-(4-((1R,5S)-3,8-diazabicyclo[3.2.1]octan-3-yl)-8-fluoro-2-(((2R,7aS)-2-fluorotetrahydro-1H-pyrrolizin-7a(5H)-yl)ethynyl)pyrido[4,3-d]pyrimidin-7-yl)-5-ethynyl-6-fluoronaphthalen-2-ol